ClC=1C=C(C=CC1F)[C@@H]1CN2[C@H](CO1)CN(CC2)C(=O)C=2C=NC1=CC=CC=C1C2Cl [(3R,9aS)-3-(3-chloro-4-fluoro-phenyl)-3,4,6,7,9,9a-hexahydro-1H-pyrazino[2,1-c][1,4]oxazin-8-yl]-(4-chloro-3-quinolyl)methanone